propionyl-benzamide C(CC)(=O)C1=C(C(=O)N)C=CC=C1